OC=1C=2N(N=CC1C(=O)OCC)C=C(N2)C ethyl 8-hydroxy-2-methylimidazo[1,2-b]pyridazine-7-carboxylate